acetylene-1,2-dicarboxylate C(#CC(=O)[O-])C(=O)[O-]